ethyl (R)-4-((1-((benzyloxy)carbonyl)piperidin-3-yl)amino)-1H-pyrrolo[2,3-b]pyridine-5-carboxylate C(C1=CC=CC=C1)OC(=O)N1C[C@@H](CCC1)NC1=C2C(=NC=C1C(=O)OCC)NC=C2